ClC=1C=C(C=C(C1Cl)F)N1CCC=2C=C(N=CC2C1)C(=O)O 7-(3,4-dichloro-5-fluorophenyl)-5,6,7,8-tetrahydro-2,7-naphthyridine-3-carboxylic acid